2,4,6-triiodoisophthaloyl chloride IC1=C(C(=O)Cl)C(=CC(=C1C(=O)Cl)I)I